C(CCC)NC=1N=CC2=C(N(C(C=3C=CC=CC23)=O)C2CCC(CC2)(C)O)N1 trans-3-(Butylamino)-5-(4-hydroxy-4-methylcyclohexyl)pyrimido[4,5-c]isoquinolin-6(5H)-one